ClC1=CC(=C(C(=N1)F)C1CC1)C=1C=NN(C1)C 6-chloro-3-cyclopropyl-2-fluoro-4-(1-methyl-1H-pyrazol-4-yl)pyridine